FC(OC=1C=CC(=C(C1)N1C(C(C2=CC(=CC=C12)C(=O)NC1(CS(C1)(=O)=O)C)(C)C)=O)F)F 1-[5-(difluoro-methoxy)-2-fluoro-phenyl]-3,3-dimethyl-N-(3-methyl-1,1-dioxo-thietan-3-yl)-2-oxo-indoline-5-carboxamide